C(C)(=O)OCC(COC(C)=O)O 1,3-diacetoxy-2-propanol